2-(4-methyl-4H-1,2,4-triazol-3-yl)ethanol CN1C(=NN=C1)CCO